FC1(CCC(CC1)OC1=C(C=C(C=C1)S(=O)(=O)C)C=1C=C(C(N(C1)C)=O)C)F 5-[2-(4,4-difluorocyclohexyl)oxy-5-methylsulfonylphenyl]-1,3-dimethylpyridin-2-one